(2,6-dioxopiperidin-3-yl)-5-(4-(prop-2-yn-1-yl)piperazin-1-yl)isoindole-1,3-dione O=C1NC(CCC1C1=C2C(NC(C2=CC=C1N1CCN(CC1)CC#C)=O)=O)=O